tert-butyl (2-((5-carbamoyl-4-ethynyl-1H-indol-7-yl)oxy)ethyl)carbamate C(N)(=O)C=1C(=C2C=CNC2=C(C1)OCCNC(OC(C)(C)C)=O)C#C